5-(5-cyano-1,4,5,6-tetrahydropyrrolo[3,4-c]pyrazol-3-yl)-N-methylpyridinamide C(#N)N1CC=2NN=C(C2C1)C=1C=CC(=NC1)C(=O)NC